aminophenyl-aminomethyl-phenethyl-trimethoxysilane NC(O[Si](OC)(OC)CCC1=CC=CC=C1)(CN)C1=CC=CC=C1